1-methyl-3-(3,4,5-trifluorophenyl)urea CNC(=O)NC1=CC(=C(C(=C1)F)F)F